3-(2-(3-(5-hydroxy-1,4,5,6-tetrahydropyrimidin-2-ylamino)benzamido)acetamido)propanoic acid OC1CN=C(NC1)NC=1C=C(C(=O)NCC(=O)NCCC(=O)O)C=CC1